NC1=C(C=C(C=C1O)S(=O)(=O)C1=CC(=C(C(=C1)O)N)O)O bis(4-amino-3,5-dihydroxyphenyl) sulfone